CC1=C(C=CC(=C1)C)S(=O)(=O)C=1N=NN2C1NC(C1=CC=C(C=C21)N2CCN(CC2)CC(=O)N2CCOCC2)=O (2,4-dimethylphenyl)sulfonyl-8-[4-(2-morpholino-2-oxo-ethyl)piperazin-1-yl]-4H-triazolo[1,5-a]quinazolin-5-one